[I-].CN1C=CC2=[N+](C=CC=C21)C 1,4-dimethyl-1H-pyrrolo[3,2-b]pyridin-4-ium iodide